O[C@@H]1CN(C[C@@H]1O)C1=C(C=C2C(C(=CN(C2=N1)C1=C(C=C(C=C1F)F)F)C(=O)O)=O)F 7-[(3R,4S)-3,4-dihydroxypyrrolidin-1-yl]-6-fluoro-4-oxo-1-(2,4,6-trifluorophenyl)-1,4-dihydro-1,8-naphthyridine-3-carboxylic acid